[1-(2-Fluorophenyl)pyrazol-3-yl]-[4-(1-methylpyrazol-4-yl)-3,4-dihydro-1H-isoquinolin-2-yl]methanone FC1=C(C=CC=C1)N1N=C(C=C1)C(=O)N1CC2=CC=CC=C2C(C1)C=1C=NN(C1)C